2-(2,6-dimethyl-3-nitropyridin-4-yl)-3-isopropyl-5-(piperidin-4-yl)-1H-indole CC1=NC(=CC(=C1[N+](=O)[O-])C=1NC2=CC=C(C=C2C1C(C)C)C1CCNCC1)C